N-[(2S)-1-[4-(3-chloro-4-fluorobenzenesulfonyl)piperazin-1-yl]propan-2-yl]-7-methylthieno[3,2-d]pyrimidin-4-amine ClC=1C=C(C=CC1F)S(=O)(=O)N1CCN(CC1)C[C@H](C)NC=1C2=C(N=CN1)C(=CS2)C